C(\C=C/C=CCC)=O cis-2,4-heptadienal